ClC1=CC(=NC(=C1)NC1=C(C=CC=C1)O)C(=O)N(C1=CC=CC=C1)C 4-Chloro-6-((2-hydroxyphenyl)amino)-N-methyl-N-phenylpyridineamide